BrC=1C(=NOC1C)O[C@H]1C[C@H](N(C1)C(=O)OC(C)(C)C)COC Tert-butyl (2S,4S)-4-((4-bromo-5-methylisoxazol-3-yl)oxy)-2-(methoxymethyl)pyrrolidine-1-carboxylate